BrC=1C=C2C(=CNC2=CC1)C 5-bromo-3-methyl-indole